benzyl 2-(5-fluoropyridin-2-yl)-3-(6-methyl-1-((2-(trimethylsilyl)ethoxy)methyl)-1H-pyrazolo[3,4-b]pyridin-4-yl)-6,7-dihydropyrazolo[1,5-a]pyrazine-5(4H)-carboxylate FC=1C=CC(=NC1)C1=NN2C(CN(CC2)C(=O)OCC2=CC=CC=C2)=C1C1=C2C(=NC(=C1)C)N(N=C2)COCC[Si](C)(C)C